8-bromo-6-fluoro-1,2,3,4-tetrahydronaphthalen-2-ol BrC=1C=C(C=C2CCC(CC12)O)F